oleoyl-sarcosine octadecylamine salt C(CCCCCCCCCCCCCCCCC)N.C(CCCCCCC\C=C/CCCCCCCC)(=O)N(C)CC(=O)O